FC1=C(C=C(C(=C1)F)[N+](=O)[O-])F 1,2,5-trifluoro-4-nitrobenzene